tert-butyl 6,7-dihydro-1H-pyrazolo[4,3-c]pyridine-5(4H)-carboxylate N1N=CC=2CN(CCC21)C(=O)OC(C)(C)C